9-(4-amino-5-(5-cyclopropylpyrimidin-2-yl)-7-methyl-7H-pyrrolo-[2,3-d]pyrimidin-6-yl)-3-azaspiro[5.5]undec-8-ene-3-carboxylic acid tert-butyl ester C(C)(C)(C)OC(=O)N1CCC2(CC1)CC=C(CC2)C2=C(C1=C(N=CN=C1N)N2C)C2=NC=C(C=N2)C2CC2